C1(CC1)C=1OC=C(N1)C1=CC(=NC=C1)N(C(=O)[C@@H]1CC[C@H](CC1)C(=O)OC)C[C@@H]1CC[C@H](CC1)C1=NC(=C(C=C1)OC)C trans-Methyl 4-((4-(2-cyclopropyloxazol-4-yl)pyridin-2-yl)((trans-4-(5-methoxy-6-methylpyridin-2-yl)cyclohexyl)methyl)carbamoyl)-cyclohexanecarboxylate